C1(CC1)C1=NC=NC(=C1C1=NC=C2N(C(N(C2=N1)CC1=CC=C(C=C1)C=1N(C=C(N1)C(F)(F)F)C)=N)CCOC)OC 2-(4-cyclopropyl-6-methoxy-pyrimidin-5-yl)-7-(2-methoxyethyl)-9-[[4-[1-methyl-4-(trifluoromethyl)imidazol-2-yl]phenyl]methyl]purin-8-imine